[2-[(5-amino-2-chloro-4-pyridyl)amino]ethyl]carbamate NC=1C(=CC(=NC1)Cl)NCCNC([O-])=O